(4,7-diphenyl-1,10-phenanthroline) ruthenium dichloride [Ru](Cl)Cl.C1(=CC=CC=C1)C1=CC=NC2=C3N=CC=C(C3=CC=C12)C1=CC=CC=C1